FC1=C(C=C(C=C1)N1CCCC1)N1N=C2N=CC(=CC2=C1)C1=NC=CC=C1 N-{4-fluoro-3-[5-(pyridin-2-yl)-2H-pyrazolo[3,4-b]pyridin-2-yl]phenyl}pyrrolidine